alpha-cyclopropyl-4-phosphonophenylglycine C1(CC1)C(N)(C1=CC=C(C=C1)P(=O)(O)O)C(=O)O